[Br-].C(CCCCCCCN)N octane-1,8-diamine bromide